N-(2-methoxy-4-nitrophenyl)-3-bromobenzamide COC1=C(C=CC(=C1)[N+](=O)[O-])NC(C1=CC(=CC=C1)Br)=O